7-(4-(9H-purin-6-yl)-3,4-dihydro-2H-1,4-thiazin-6-yl)-3,4-dihydro-2H-benzo[b][1,4]oxazine N1=CN=C2NC=NC2=C1N1CCSC(=C1)C=1C=CC2=C(OCCN2)C1